tert-butyl (5-chloro-3-cyclopropylpyrazolo[1,5-a]pyrimidin-7-yl)(3-cyano-5-fluorophenyl)carbamate ClC1=NC=2N(C(=C1)N(C(OC(C)(C)C)=O)C1=CC(=CC(=C1)F)C#N)N=CC2C2CC2